ClC(Cl)(Cl)C=1OC(=NN1)C=1OC=CC1 trichloromethyl-5-furyl-1,3,4-oxadiazol